6-Bromo-7-(methoxy-d3)-1H-indazole BrC1=CC=C2C=NNC2=C1OC([2H])([2H])[2H]